2-phenyl-4-(4-bromophenyl)-5,6-dimethylbenzofuran C1(=CC=CC=C1)C=1OC2=C(C1)C(=C(C(=C2)C)C)C2=CC=C(C=C2)Br